COC1=CC=C(C=C1)C1=C(NC=2N(C1=O)N=C(C2C2=CC=CC=C2)C2=CC=CC=C2)NC=2SC(=NN2)C 6-(4-methoxyphenyl)-5-((5-methyl-1,3,4-thiadiazol-2-yl)amino)-2,3-diphenylpyrazolo[1,5-a]pyrimidin-7(4H)-one